ACETIC ACID N-butyl ester CCCCOC(=O)C